ClC1=C(OC2=CC(=C(C=C2)NC(=O)NC(C2=C(C=CC=C2F)F)=O)F)C=CC(=C1)C(F)(F)F N-[[4-[2-chloro-4-(trifluoromethyl)phenoxy]-2-fluorophenyl]carbamoyl]-2,6-difluorobenzamide